2-(Trifluoromethyl)-6,7,8,9-tetrahydropyrido[2',3':4,5]pyrrolo[1,2-a]pyrazine FC(C=1C=CC2=C(C=C3N2CCNC3)N1)(F)F